2-(1-(adamantan-1-ylmethyl)-5-methyl-1H-pyrazol-4-yl)pyrazolo[5,1-b]thiazole-3-carboxylic acid ethyl ester C(C)OC(=O)C=1N2C(SC1C=1C=NN(C1C)CC13CC4CC(CC(C1)C4)C3)=CC=N2